N,N-diisopropylacetyleneamine C(C)(C)N(C#C)C(C)C